COC=1C(=NC(=NC1)NC1CCC(CC1)N)C1=CN=C2N1C=C(C=C2)C2=CC=CC=C2 (1r,4r)-N1-(5-Methoxy-4-(6-phenylimidazo[1,2-a]pyridin-3-yl)pyrimidin-2-yl)cyclohexane-1,4-diamine